C1(CC1)C=1C=CC(=NC1F)[C@@H](NC(=O)[C@H]1N(C[C@@H](C1)F)C(CN1N=NC=C1N1CC(C1)(F)F)=O)C1=CC=CC=C1 (2S,4R)-N-[(S)-(5-cyclopropyl-6-fluoropyridin-2-yl)(phenyl)methyl]-1-{2-[5-(3,3-difluoroazetidin-1-yl)-1H-1,2,3-triazol-1-yl]acetyl}-4-fluoropyrrolidine-2-carboxamide